diphenyl-(ethoxy)phosphine deoxyguanosine-5'-triphosphate P(O)(=O)(OP(=O)(O)OP(=O)(O)O)OC[C@@H]1[C@H](C[C@@H](O1)N1C=NC=2C(=O)NC(N)=NC12)O.C1(=CC=CC=C1)P(OCC)C1=CC=CC=C1